C(=C)[C@@H]1C2C[C@@H](N(C1)CC2)[C@@H](O)C2=CC=NC1=CC=CC=C21 (S)-[(2R,5R)-5-ethenyl-1-azabicyclo[2.2.2]octan-2-yl]-quinolin-4-ylmethanol